(R)-N-(cyclopropylmethyl)-6-(trifluoromethyl)-2,3-dihydrofuro[2,3-b]pyridin-3-amine C1(CC1)CN[C@H]1COC2=NC(=CC=C21)C(F)(F)F